BrC1=CC2=C(C(CO2)N)C(=C1)OC 6-bromo-4-methoxy-2,3-dihydrobenzofuran-3-amine